2-tertiary heptyl-4-(4-bromophenyl)oxazoline tert-butyl-(2-methyl-4-(6-(pyridin-4-yl)pyrrolo[2,1-f][1,2,4]triazin-4-yl)benzyl)carbamate C(C)(C)(C)N(C(O)=O)CC1=C(C=C(C=C1)C1=NC=NN2C1=CC(=C2)C2=CC=NC=C2)C.C(C)(C)(CCCC)C=2OCC(N2)C2=CC=C(C=C2)Br